C1(CC1)NC(CC(=O)OC)=O.CC(=C)C1=CC=C(C=C1)F 1-methyl-1-(4-fluorophenyl) ethylene Methyl 3-(cyclopropylamino)-3-oxopropionate